tert-butyl 6-(3-bromo-4-(5-chloro-6-methyl-1-(tetrahydro-2H-pyran-2-yl)-1H-indazol-4-yl)-5-methyl-1H-pyrazol-1-yl)-2-azaspiro[3.3]heptane-2-carboxylate BrC1=NN(C(=C1C1=C2C=NN(C2=CC(=C1Cl)C)C1OCCCC1)C)C1CC2(CN(C2)C(=O)OC(C)(C)C)C1